3-chloro-2-(naphthalen-1-yl)phenanthrene ClC=1C(=CC=2C=CC3=CC=CC=C3C2C1)C1=CC=CC2=CC=CC=C12